4,4'-bis(methoxycarbonyl)-3,3'-bis(tert-butylperoxycarbonyl)benzophenone COC(=O)C1=C(C=C(C(=O)C2=CC(=C(C=C2)C(=O)OC)C(=O)OOC(C)(C)C)C=C1)C(=O)OOC(C)(C)C